4-((6-bromo-3-fluoropyridin-2-yl)methyl)-1-(3-chloro-2-fluorobenzyl)-2-ethylpiperidine-4-carboxylic acid methyl ester COC(=O)C1(CC(N(CC1)CC1=C(C(=CC=C1)Cl)F)CC)CC1=NC(=CC=C1F)Br